2-HYDROXY-4-METHYLTHIOBUTANOIC ACID OC(C(=S)O)CCC